aldehydo-D-galacturonate O=C[C@H](O)[C@@H](O)[C@@H](O)[C@H](O)C(=O)[O-]